BrC=1C=C(C=C(C1)[N+](=O)[O-])C[C@@H](C(=O)OC)NC(=O)OC(C)(C)C methyl (2S)-3-(3-bromo-5-nitrophenyl)-2-[(tert-butoxycarbonyl) amino]propanoate